2-[(S)-2,2-dimethyl-1,3-dioxolan-4-yl]-2-(4-methoxybenzyloxy)ethan-1-ol CC1(OC[C@H](O1)C(CO)OCC1=CC=C(C=C1)OC)C